benzo[d]isothiazolin-3-one S1NC(C2=C1C=CC=C2)=O